OC=1C=CC(=C2CN(C(NC12)=O)C1CCC(CC1)C(=O)NC1=CC(=C(C=C1)C)OC)C (1s,4s)-4-(8-hydroxy-5-methyl-2-oxo-1,2-dihydroquinazolin-3(4H)-yl)-N-(3-methoxy-4-methylphenyl)cyclohexanecarboxamide